(2-(2-iodoethoxy)ethyl)-3-(phenylthio)propenamide ICCOCCC(C(=O)N)=CSC1=CC=CC=C1